(tert-butoxycarbonylamino)propanoic acid C(C)(C)(C)OC(=O)NC(C(=O)O)C